tert-butyl (S)-4-((4-(3-phenylisoxazolidin-2-yl)-5-(trifluoromethyl)pyrimidin-2-yl)amino)piperidine-1-carboxylate C1(=CC=CC=C1)[C@H]1N(OCC1)C1=NC(=NC=C1C(F)(F)F)NC1CCN(CC1)C(=O)OC(C)(C)C